2-[2-(4-chlorophenyl)propanoyl]-9,9-dimethyl-8-oxo-2-azaspiro[4.5]dec-6-ene-7-carbonitrile ClC1=CC=C(C=C1)C(C(=O)N1CC2(CC1)C=C(C(C(C2)(C)C)=O)C#N)C